CN1C(=CC2=CC(=CC=C12)C)[Si](CC)(CC)CC 1,5-dimethyl-2-(triethylsilyl)-1H-indole